[C@@H]1(CC[C@]12OCCC2)N2N=CC(=C2)C=2C(=C(C=CC2)NC2=C(N=NC(=C2)NC(=O)C2(CC2)F)C(=O)N)OC 4-((3-(1-((1S,4R)-5-oxaspiro[3.4]octan-1-yl)-1H-pyrazol-4-yl)-2-methoxyphenyl)amino)-6-(1-fluorocyclopropane-1-carboxamido)pyridazine-3-carboxamide